4-{[(2R,7aS)-2-fluoro-hexahydropyrrolizin-7a-yl]methoxy}-6-[(6RS)-6-[(tert-butyldiphenylsilyl)oxy]-6-methyl-1,4-oxazepan-4-yl]-1,3,5-triazine-2-carbonitrile F[C@@H]1C[C@@]2(CCCN2C1)COC1=NC(=NC(=N1)N1CCOC[C@](C1)(C)O[Si](C1=CC=CC=C1)(C1=CC=CC=C1)C(C)(C)C)C#N |&1:22|